ClC=1C(=C(C(=CC1)OC)C1=CC(=NC=C1C(=O)NC=1SC(N(N1)CCC(C)O)=O)C)F 4-(3-Chloro-2-fluoro-6-methoxyphenyl)-N-(4-(3-hydroxybutyl)-5-oxo-4,5-dihydro-1,3,4-thiadiazol-2-yl)-6-methylnicotinamide